6-(3-hydroxypyrrolidin-1-yl)-5-(1H-pyrazol-5-yl)nicotinamide OC1CN(CC1)C1=NC=C(C(=O)N)C=C1C1=CC=NN1